1-(2-((2S,6R)-2,6-dimethylmorpholino)-5-(4,4,5,5-tetramethyl-1,3,2-dioxaborolan-2-yl)phenyl)-N,N-dimethylmethanamine, hydrochloride Cl.C[C@@H]1O[C@@H](CN(C1)C1=C(C=C(C=C1)B1OC(C(O1)(C)C)(C)C)CN(C)C)C